ClC=1C(=C2C(=NC1C)CN(C2)C(=O)[C@H]2CN(CC2)C=2C=NC=C(C2)C2CC2)C (3-Chloro-2,4-dimethyl-5,7-dihydropyrrolo[3,4-b]pyridin-6-yl)-[(3R)-1-(5-cyclopropyl-3-pyridyl)pyrrolidin-3-yl]methanon